ClC1=C2C(CC(OC2=CC=C1)(C)C)NC(=O)[C@H]1[C@@H](C1)[C@@H](CCOC)N1C(NC(CC1=O)(C)C)=[NH2+] [1-[(1R)-1-[(1R,2R)-2-[(5-chloro-2,2-dimethyl-chroman-4-yl)carbamoyl]cyclopropyl]-3-methoxy-propyl]-4,4-dimethyl-6-oxo-hexahydropyrimidin-2-ylidene]ammonium